4-(4-((((4-(4-(allyloxy)phenoxy)phenyl)(((4-(4-hydroxyphenoxy)phenyl)amino)methyl)amino)methyl)(hydroxymethyl)amino)phenoxy)phenol C(C=C)OC1=CC=C(OC2=CC=C(C=C2)N(CNC2=CC=C(C=C2)OC2=CC=C(C=C2)O)CN(C2=CC=C(OC3=CC=C(C=C3)O)C=C2)CO)C=C1